N-ethylbenzene-1,3-diamine C(C)NC1=CC(=CC=C1)N